C(C)[C@@H]1CNCC[C@H]1C#N (3S,4R)-3-ethylpiperidine-4-carbonitrile